ClC=1C=C(C=CC1)N1N=CC(=C1)[C@H](C(=O)NC1=NNC(=C1)C1CC1)CC (R)-2-(1-(3-chlorophenyl)-1H-pyrazol-4-yl)-N-(5-cyclopropyl-1H-pyrazol-3-yl)butanamide